CC1=CC=CC=C1C=C O-methyl-styrene